FC=1C(=CC(=NC1)OC)C(C(=O)N1CC2(CC2)[C@@H](C1)NC1=NC(=C(C=C1)C1=NN(C=N1)C)C)C 2-(5-fluoro-2-methoxypyridin-4-yl)-1-[(7S)-7-{[6-methyl-5-(1-methyl-1H-1,2,4-triazol-3-yl)pyridin-2-yl]amino}-5-azaspiro[2.4]heptan-5-yl]propan-1-one